diethyl-ascorbate C(C)C([C@@H]([C@@H]1C(=C(C(=O)O1)O)[O-])O)(O)CC